4-((1-(4-(2-(2-aminopyridin-3-yl)-5-(5-cyclopropylpyridin-2-yl)-3H-imidazo[4,5-b]pyridin-3-yl)benzyl)piperidin-4-yl)amino)pyrimidine-2-carbonitrile NC1=NC=CC=C1C1=NC=2C(=NC(=CC2)C2=NC=C(C=C2)C2CC2)N1C1=CC=C(CN2CCC(CC2)NC2=NC(=NC=C2)C#N)C=C1